FC1(C(C(F)(F)F)(O1)F)C(F)(F)F perfluoro-methyl-epoxypropane